ClSSCl dichlorodisulfan